ClC(C(=O)N1C(C2=C(CC1)C=CS2)CNC(OC(C)(C)C)=O)C tert-butyl ((6-(2-chloropropionyl)-4,5,6,7-tetrahydrothieno[2,3-c]pyridin-7-yl)methyl)carbamate